N=1N2C(C(=NC1N)N)=NC=C2 imidazo[2,1-f][1,2,4]triazine-2,4-diamine